CC1=CC2=C(N(C3=C(N=C2N2CCN(CC2)C)C=CC=C3)C(=O)OCOC(CCCCCCCCCCCCCCC)=O)S1 (Hexadecanoyloxy)methyl 2-methyl-4-(4-methylpiperazin-1-yl)-10H-benzo[b]thieno[2,3-e][1,4]diazepine-10-carboxylate